α-acetoxystyrene C(C)(=O)OC(=C)C1=CC=CC=C1